C(#N)C1=CC2=C(CN(C[C@H]2C2=C(C(=CC=C2)F)C=2C(=NN(C2)CC)C(F)(F)F)C(CP(OCC)(OCC)=O)=O)S1 Diethyl (S)-(2-(2-cyano-4-(2-(1-ethyl-3-(trifluoromethyl)-1H-pyrazol-4-yl)-3-fluorophenyl)-4,7-dihydrothieno[2,3-c]pyridin-6(5H)-yl)-2-oxoethyl)phosphonate